CC=1C(=C(C=NNC(C(CC)NC2=CC(=CC=C2)C)=O)C=CC1)O N'-(3-methyl-2-hydroxybenzylidene)-2-((3-methylphenyl)amino)butanoyl-hydrazine